C(C)(C)C1=C(C=C(C(=C1)[2H])C)OC(C1=CC=CC=C1)=O.NC1=C(C=C(C=C1)Br)C(=O)C1=CC(=CC=C1)OC (2-amino-5-bromophenyl)(3-methoxyphenyl)methanone 2-isopropyl-5-methylphenyl-4-d-benzoate